N-(1-(8-((2-methoxy-4-(4-methylpiperazin-1-yl)phenyl)amino)-1-oxo-1,2-dihydroisoquinolin-6-yl)pyrrolidin-3-yl)acrylamide COC1=C(C=CC(=C1)N1CCN(CC1)C)NC=1C=C(C=C2C=CNC(C12)=O)N1CC(CC1)NC(C=C)=O